COCC1=NC2=C(N1)C=C(C=C2C(=O)NCC2=CC=C(C=C2)C)NC(=O)C2=C(C=CC=C2)C(F)(F)F 2-(Methoxymethyl)-N-(4-methylbenzyl)-6-({[2-(trifluoromethyl)phenyl]carbonyl}amino)-1H-benzoimidazole-4-carboxamide